ClC1=C(C=CC=C1)NC1=NC(=C(C=C1[N+](=O)[O-])[N+](=O)[O-])NC1=C(C=CC=C1)Cl (2-Chlorophenyl){6-[(2-chlorophenyl)amino]-3,5-dinitro(2-pyridyl)}amine